2,4-dichloro-7-(2-methoxy-4-morpholinophenyl)-5,5-dimethyl-5,7-dihydro-6H-pyrrolo[2,3-d]pyrimidin-6-one ClC=1N=C(C2=C(N1)N(C(C2(C)C)=O)C2=C(C=C(C=C2)N2CCOCC2)OC)Cl